N-(4-methoxy-5-((6-((R)-3-(3-methoxyphenyl)isoxazolidine-2-yl)pyrimidine-4-yl)amino)-2-(4-(4-(oxetane-3-yl)piperazine-1-yl)piperidine-1-yl)phenyl)acrylamide COC1=CC(=C(C=C1NC1=NC=NC(=C1)N1OCC[C@@H]1C1=CC(=CC=C1)OC)NC(C=C)=O)N1CCC(CC1)N1CCN(CC1)C1COC1